4-benzyl-2-(4-methylbenzyl)-6-phenyl-1,2,4-triazine-3,5(2H,4H)-dione C(C1=CC=CC=C1)N1C(N(N=C(C1=O)C1=CC=CC=C1)CC1=CC=C(C=C1)C)=O